C(=O)O.C(#N)C=1C(=NC=C(C1C=1C=NC(=C(C1)F)C#N)C1=CC(=C(C=C1)OC)O)N1CCC(CC1)NCC1=CC=C(C=C1)/C=C/C(=O)NO (E)-3-(4-(((1-(3',6-Dicyano-5-fluoro-5'-(3-hydroxy-4-methoxyphenyl)-[3,4'-bipyridin]-2'-yl)piperidin-4-yl)amino)methyl)phenyl)-N-hydroxyacrylamide formate